Boc-2-fluoro-L-phenylalanine C(=O)(OC(C)(C)C)N[C@@H](CC1=C(C=CC=C1)F)C(=O)O